1,3-bis{[2-(2-methylpropoxy)cyclohexane-1-yl]methyl}imidazolium trigermanium [Ge+2].[Ge+2].[Ge+2].CC(COC1C(CCCC1)CN1C=[N+](C=C1)CC1C(CCCC1)OCC(C)C)C